ClC=1C=CC(=C(C1)C#CC=1C=CC=NC1)NS(=O)(=O)C1=C(C(=C(C=C1)OC)C)C 5-[5-Chloro-2-(4-methoxy-2,3-dimethyl-benzensulfonylamino)-phenylethynyl]-pyridin